tert-Butyl (2R,4R)-4-((tert-butyldiphenylsilyl)oxy)-2-((3-isopropoxy-2-(isopropoxycarbonyl)-5-(trifluoromethyl)phenoxy)methyl)pyrrolidin-1-carboxylate [Si](C1=CC=CC=C1)(C1=CC=CC=C1)(C(C)(C)C)O[C@@H]1C[C@@H](N(C1)C(=O)OC(C)(C)C)COC1=C(C(=CC(=C1)C(F)(F)F)OC(C)C)C(=O)OC(C)C